C(#N)C1=CC=C(C=C1)C1=NC2=C(N1C1=CC=C(C=C1)C)C=CC(=C2)C(=O)NC2CCNCC2 2-(4-cyanophenyl)-N-(piperidin-4-yl)-1-(p-tolyl)-1H-benzo[d]imidazole-5-carboxamide